C(C)OC(=O)C1(CC1)C1=CC=C(C=C1)N1C(CC(CC1)C1=C(C(=NO1)C)C(=O)OC)C methyl 5-[1-[4-(1-ethoxy carbonylcyclopropyl) phenyl]-2-methyl-4-piperidyl]-3-methyl-isoxazole-4-carboxylate